4-hydroxy-9-methyl-8-(2-morpholino-2-oxoethyl)-7H-[1,3]dioxolo[4,5-f]chromene-5-carbaldehyde OC1=C2C(=C3C(=C(COC3=C1C=O)CC(=O)N1CCOCC1)C)OCO2